(S)-2-((3-cyanopyrazin-2-yl)amino)-4-((2,2-difluoroethyl)(4-(5,6,7,8-tetrahydro-1,8-naphthyridin-2-yl)butyl)amino)butanoic acid C(#N)C=1C(=NC=CN1)N[C@H](C(=O)O)CCN(CCCCC1=NC=2NCCCC2C=C1)CC(F)F